CC=1C=CC2=C(CCC=3C(=NC=CC3)C2=C2CCN(CC2)C[C@H]2[C@@H](CCCC2)CN2C(C3CCCCC3C2=O)=O)C1 2-((trans-2-((4-(8-methyl-5,6-dihydro-11H-benzo[5,6]cyclohepta[1,2-b]pyridin-11-ylidene)piperidin-1-yl)methyl)cyclohexyl)methyl)hexahydro-1H-isoindole-1,3(2H)-dione